C(C)N1C(OCC1)=O N-ethyl-oxazolidinone